C(CCC)C(C=CCC=C)CC 6-butyl-1,4-octadiene